7-{[(3S)-3-(morpholin-4-ylmethyl)-3,4-dihydroisoquinoline-2(1H)-yl]carbonyl}-3,4-dihydroisoquinoline-2(1H)-carboxylic acid 4-methylphenyl ester CC1=CC=C(C=C1)OC(=O)N1CC2=CC(=CC=C2CC1)C(=O)N1CC2=CC=CC=C2C[C@H]1CN1CCOCC1